C[C@@H]1C2=C(C=3N(C1)N=C(C3)O)ON=C2[C@@](C(F)(F)F)(C)O (R)-4-methyl-3-((R)-1,1,1-trifluoro-2-hydroxypropan-2-yl)-4,5-dihydroisoxazolo[5,4-c]pyrazolo[1,5-a]pyridin-8-ol